(E)-5-methoxy-1-methyl-6-oxopyrimidine-4-carboxylate COC1=C(N=CN(C1=O)C)C(=O)[O-]